6-(Difluoromethyl)-2-[[5-[(E)-3-(4-hydroxyphenyl)-3-oxoprop-1-enyl]-2-methoxyphenyl]methylsulfanyl]-4-methylpyridine-3-carbonitrile FC(C1=CC(=C(C(=N1)SCC1=C(C=CC(=C1)\C=C\C(=O)C1=CC=C(C=C1)O)OC)C#N)C)F